OC1(NC(C(C1=O)C(C1=CC=CC=C1)=O)C)C 2-hydroxy-2-methyl-4-benzoyl-5-methyl-3-pyrrolidone